7-(1,1-dioxo-1h-benzo[d]isothiazol-3-yloxymethyl)-2-(oxalyl-amino)-4,7-dihydro-5h-thieno[2,3-c]pyran-3-carboxylic acid C1CO[C@H](C2=C1C(=C(S2)NC(=O)C(=O)O)C(=O)O)COC3=NS(=O)(=O)C4=CC=CC=C43